C12CCC(CC1)N2C2=NC(=CC1=C2N=C(N=C1)NC1=NC=2CCN(CC2C=C1)C(CN1CCC(CC1)O)=O)C1COC1 1-[2-[[8-(7-azabicyclo[2.2.1]heptan-7-yl)-6-(oxetan-3-yl)pyrido[3,4-d]pyrimidin-2-yl]amino]-7,8-dihydro-5H-1,6-naphthyridin-6-yl]-2-(4-hydroxypiperidin-1-yl)ethanone